NC1=NC2=CC(=CC=C2C=C1Br)O[C@H]1CC[C@]2([C@@H]1O[C@H](C2O)N2C=C(C1=C2N=C(N=C1)N)F)O (2r,3as,6s,6ar)-6-((2-amino-3-bromoquinolin-7-yl)oxy)-2-(2-amino-5-fluoro-7H-pyrrolo[2,3-d]pyrimidin-7-yl)hexahydro-3aH-cyclopenta[b]furan-3,3a-diol